N-(3,5-difluorophenyl)-2-(5-(trifluoromethyl)-1,2,4-oxadiazol-3-yl)-6,7-dihydrothieno[3,2-c]pyridine-5(4H)-carboxamide FC=1C=C(C=C(C1)F)NC(=O)N1CC2=C(CC1)SC(=C2)C2=NOC(=N2)C(F)(F)F